N-(3,5-dichloro-4-((5-((3,3-difluorocyclobutyl)carbamoyl)-6-oxo-1,6-dihydropyridin-3-yl)oxy)phenyl)-5-oxo-4,5-dihydro-1,2,4-oxadiazole-3-carboxamide ClC=1C=C(C=C(C1OC1=CNC(C(=C1)C(NC1CC(C1)(F)F)=O)=O)Cl)NC(=O)C1=NOC(N1)=O